1-(11Z-docosenoyl)-2-(4Z,7Z,10Z,13Z,16Z,19Z-docosahexaenoyl)-glycero-3-phosphoserine CCCCCCCCCC/C=C\CCCCCCCCCC(=O)OC[C@H](COP(=O)(O)OC[C@@H](C(=O)O)N)OC(=O)CC/C=C\C/C=C\C/C=C\C/C=C\C/C=C\C/C=C\CC